C1=CC=CC2=CC3=CC=CC=C3C=C12.C1=CC=CC2=CC3=CC=CC=C3C=C12.C1=CC=CC2=CC3=CC=CC=C3C=C12.C1=CC=CC2=CC3=CC=CC=C3C=C12.[Pd] palladium tetraanthracene